(S)-5-amino-N-(7'-cyclopropylspiro[cyclopropane-1,1'-isochroman]-4'-yl)-N-methyl-6,8-dihydro-1H-furo[3,4-d]pyrrolo[3,2-b]pyridine-2-carboxamide NC1=C2C(=C3C(=N1)C=C(N3)C(=O)N(C)[C@@H]3COC1(C4=CC(=CC=C34)C3CC3)CC1)COC2